BrC1=CC=C2C(=CN(C2=C1)COCC[Si](C)(C)C)C1=NC2=C(N1COCC[Si](C)(C)C)CN(C2)C(=O)OC(C)(C)C Tert-butyl 2-(6-bromo 1-((2-(trimethylsilyl) ethoxy) methyl)-1H-indol-3-yl)-1-((2-(trimethylsilyl) ethoxy) methyl)-4,6-dihydropyrrolo[3,4-d]imidazole-5(1H)-carboxylate